6-(4-hydroxyphenyl)-4-phenyl-1,3,5-triazin-2(1H)-one OC1=CC=C(C=C1)C1=NC(=NC(N1)=O)C1=CC=CC=C1